N-{[4-(benzenesulfonyl)phenyl]methyl}-5-(pyridin-3-yl)-1H-pyrazole C1(=CC=CC=C1)S(=O)(=O)C1=CC=C(C=C1)CN1N=CC=C1C=1C=NC=CC1